(1-(1-methyl-4-(trifluoromethyl)-1H-imidazol-2-yl)-1,2,3,6-tetrahydropyridin-4-yl)methanamine CN1C(=NC(=C1)C(F)(F)F)N1CCC(=CC1)CN